[N+](=O)([O-])C1=CC=C(C(=O)N=C=S)C=C1 4-nitro-benzoyl isothiocyanate